2-[4-(difluoromethyl)-6-[4-[2-[4-(1-hydroxyethyl)-1-piperidyl]ethyl]phenyl]-7-methyl-indazol-2-yl]-2-[(6R)-6-fluoro-6,7-dihydro-5H-pyrrolo[1,2-c]imidazol-1-yl]-N-thiazol-2-yl-acetamide FC(C=1C2=CN(N=C2C(=C(C1)C1=CC=C(C=C1)CCN1CCC(CC1)C(C)O)C)C(C(=O)NC=1SC=CN1)C1=C2N(C=N1)C[C@@H](C2)F)F